C(C(C)(C)C)(=O)OC1=CC=CC2=CC=C(C(=C12)C#C)F 8-ethynyl-7-fluoronaphthalen-1-yl pivalate